5-(2-fluoro-6-hydroxy-3-(5-isopentyl-1H-imidazol-2-yl)phenyl)-1,2,5-thiadiazolidin-3-one 1,1-dioxide FC1=C(C(=CC=C1C=1NC(=CN1)CCC(C)C)O)N1CC(NS1(=O)=O)=O